CC=1C=C(C=C(C1O)C)C1=CC(=C(C(=C1)C)O)C 3,5,3',5'-tetramethyl-4,4'-dihydroxybiphenyl